ethylidenebicyclo[2.2.1]hept-2-ene C(C)=C1C2C=CC(C1)C2